ClC1=CC=C(C=C1)N1N=CC=C1OC 2-(4-chlorophenyl)-3-methoxypyrazol